pyridin-4-yloxide N1=CC=C(C=C1)OC1=CC=NC=C1